(R)-N-ethyl-glycyl alcohol C(C)NCC(=O)O